tert-butyl (S)-(2-(chloromethyl)-1-(oxetan-2-ylmethyl)-1H-benzo[d]imidazol-6-yl)carbamate ClCC1=NC2=C(N1C[C@H]1OCC1)C=C(C=C2)NC(OC(C)(C)C)=O